6-[(2S)-2-aminopropyl]-2-chloro-N-[(3-fluorothien-2-yl)methyl]-7-methylthieno[3,2-d]pyrimidin-4-amine dihydrochloride Cl.Cl.N[C@H](CC1=C(C=2N=C(N=C(C2S1)NCC=1SC=CC1F)Cl)C)C